L-3,3,5-Triiodothyronine, Sodium Salt [Na+].IC1(CC(C[C@H](N)C(=O)[O-])=CC(=C1OC1=CC=C(C=C1)O)I)I